C1=CC=CC=2C3=CC=CC=C3N(C12)C=1C=C(C#N)C=C(C1)C1=CC2=CC=C(C=C2C=C1)B1OC(C(O1)(C)C)(C)C 3-(9H-carbazol-9-yl)-5-(6-(4,4,5,5-tetramethyl-1,3,2-dioxaborolan-2-yl)naphthalen-2-yl)benzonitrile